2,3-Dihydro-1,3-oxazepin O1CNC=CC=C1